BrC1=C2C(C(N(C2=CC(=C1)C)C(C)(C)C)=O)=O 4-bromo-1-(tert-butyl)-6-methylindoline-2,3-dione